1-heneicosanoyl-2-(13Z,16Z-docosadienoyl)-glycero-3-phosphocholine CCCCCCCCCCCCCCCCCCCCC(=O)OC[C@H](COP(=O)([O-])OCC[N+](C)(C)C)OC(=O)CCCCCCCCCCC/C=C\C/C=C\CCCCC